N-(2,4-dimethoxybenzyl)-4-((S)-3-(dimethylamino)-3-((1s,3R)-3-(3-(trifluoromethyl)phenyl)cyclobutyl)piperidin-1-yl)-2,6-difluoro-N-(pyrimidin-4-yl)benzenesulfonamide COC1=C(CN(S(=O)(=O)C2=C(C=C(C=C2F)N2C[C@](CCC2)(C2CC(C2)C2=CC(=CC=C2)C(F)(F)F)N(C)C)F)C2=NC=NC=C2)C=CC(=C1)OC